BrC1=C(C=NN(C1=O)C)N[C@@H]1C[C@@H](CN(C1)C)C1=CC=C(C(=O)N2CCC3(CCN(CC3)C3=CC=C(C=C3)C3C(NC(CC3)=O)=O)CC2)C=C1 3-(4-(9-(4-((3R,5R)-5-((5-bromo-1-methyl-6-oxo-1,6-dihydropyridazin-4-yl)amino)-1-methylpiperidin-3-yl)benzoyl)-3,9-diazaspiro[5.5]undecan-3-yl)phenyl)piperidine-2,6-dione